N-(5-((4-(4-((dimethylamino)methyl)-3-(phenyl-d5)-1H-pyrazol-1-yl)pyrimidin-2-yl)amino)-4-methoxy-2-morpholinophenyl)acrylamide CN(C)CC=1C(=NN(C1)C1=NC(=NC=C1)NC=1C(=CC(=C(C1)NC(C=C)=O)N1CCOCC1)OC)C1=C(C(=C(C(=C1[2H])[2H])[2H])[2H])[2H]